3-pentyloctyl 3-ethyl-12-hexyl-6-(2-hydroxyethyl)-10-oxo-9,11-dioxa-3,6-diazahenicosan-21-oate C(C)N(CC)CCN(CCOC(OC(CCCCCCCCC(=O)OCCC(CCCCC)CCCCC)CCCCCC)=O)CCO